C(#N)[C@H]1[C@@H](C1)C(=O)Cl |r| (±)-trans-2-cyanocyclopropanecarbonyl chloride